6-[(5-fluoro-2-pyridinyl)amino]-N-(methyl-d3)pyridine-3-carboxamide FC=1C=CC(=NC1)NC1=CC=C(C=N1)C(=O)NC([2H])([2H])[2H]